4-(6-(2-methyl-2H-pyrazolo[3,4-b]pyridin-5-yl)thieno[2,3-b]pyridin-2-yl)tetrahydro-2H-thiopyran-4-ol 1,1-dioxide CN1N=C2N=CC(=CC2=C1)C1=CC=C2C(=N1)SC(=C2)C2(CCS(CC2)(=O)=O)O